C(C)S(=O)(=O)C1=C(N=C2N1CCCC2)N2N=C1C(N=CC(=C1)C(F)(F)F)=C2 2-(3-ethylsulfonyl-5,6,7,8-tetrahydroimidazo[1,2-a]pyridin-2-yl)-6-(trifluoromethyl)pyrazolo[4,3-b]pyridine